C(CCCCCCCCC)C(C(=O)O)(CC(=O)O)S(=O)(=O)O decyl-sulfosuccinic acid